CN(C(C)=O)CC(=O)NC1=CNC2=CC=C(C=C12)C=1C=NN(C1)C1=CC=C(C=C1)C(F)(F)F 2-(N-methylacetamido)-N-(5-{1-[4-(trifluoromethyl)phenyl]-1H-pyrazol-4-yl}-1H-indol-3-yl)acetamide